4-(2-Fluoro-4-nitrophenoxy)-1H-pyrrolo[2,3-b]pyridine FC1=C(OC2=C3C(=NC=C2)NC=C3)C=CC(=C1)[N+](=O)[O-]